4-(4-bromo-2-methyl-pyrazol-3-yl)-1-phenyl-pyrazole-3-carbonitrile BrC1=C(N(N=C1)C)C=1C(=NN(C1)C1=CC=CC=C1)C#N